OC1=C(C=CC(=C1)C(F)(F)F)C1=C2C(=C(N=N1)N[C@@H]1[C@@H]([C@@H](CCC1)O)O)C=NC=C2 (1R,2S,3S)-3-((1-(2-hydroxy-4-(trifluoromethyl)phenyl)pyrido[3,4-d]pyridazin-4-yl)amino)cyclohexane-1,2-diol